FC1CC(N(C1)C(CC=1C=C2C=CC=NC2=CC1)=O)C(=O)NC(C1=CC=C(C=C1)C(C)C)C1=CC=CC=C1 4-fluoro-N-{phenyl-[4-(prop-2-yl)phenyl]methyl}-1-[2-(quinolin-6-yl)acetyl]pyrrolidine-2-carboxamide